tert-butyl (3S,5S)-3-((4-(2-((4-amino-2-methylnaphthalen-1-yl) oxy) pyridin-3-yl) pyrimidin-2-yl) amino)-5-fluoropiperidine-1-carboxylate NC1=CC(=C(C2=CC=CC=C12)OC1=NC=CC=C1C1=NC(=NC=C1)N[C@@H]1CN(C[C@H](C1)F)C(=O)OC(C)(C)C)C